CC(C(=O)O[C@H]1[C@](O[C@@H]([C@H]1OC(C(C)C)=O)COC([C@@H](N)C(C)C)=O)(C#N)C1=CC=C2C(=NC=NN21)N)C (2R,3R,4R,5R)-5-(((L-valyl)oxy)methyl)-2-(4-aminopyrrolo[2,1-f][1,2,4]triazin-7-yl)-2-cyanotetrahydrofuran-3,4-diyl bis(2-methylpropanoate)